tert-butyl ((1r,4r)-4-((6-(1H-imidazol-1-yl)-1-methyl-2-oxo-1,2-dihydroquinolin-4-yl)amino)cyclohexyl)carbamate N1(C=NC=C1)C=1C=C2C(=CC(N(C2=CC1)C)=O)NC1CCC(CC1)NC(OC(C)(C)C)=O